2-[4,6-bis(trifluoromethyl)-1,3,5-triazin-2-yl]-6-chloro-1-[(1,3-dioxolan-2-yl)methyl]-2,3,4,9-tetrahydro-1H-pyrido[3,4-b]indole FC(C1=NC(=NC(=N1)C(F)(F)F)N1C(C=2NC3=CC=C(C=C3C2CC1)Cl)CC1OCCO1)(F)F